tert-butyl ((1R,3S)-3-((8-(isopropylamino)-6-vinylpyrido[3,4-d]pyrimidin-2-yl)carbamoyl)cyclohexyl)carbamate C(C)(C)NC1=NC(=CC2=C1N=C(N=C2)NC(=O)[C@@H]2C[C@@H](CCC2)NC(OC(C)(C)C)=O)C=C